2-hydroxyethyltrimethylammonium bromide salt [Br-].OCC[N+](C)(C)C